Methyl 3-bromo-5-(cyanomethyl)-2-methoxybenzoate BrC=1C(=C(C(=O)OC)C=C(C1)CC#N)OC